(9-((2R,3S,4R,5R)-4-fluoro-3-hydroxy-5-(hydroxymethyl)tetrahydrofuran-2-yl)-6-(4-nitrophenoxy)-9H-purin-2-yl)-N,N-dimethylformamide F[C@@H]1[C@H]([C@@H](O[C@@H]1CO)N1C2=NC(=NC(=C2N=C1)OC1=CC=C(C=C1)[N+](=O)[O-])C(=O)N(C)C)O